OC1=CC(=C(C(=C1)C)NC(=O)C(=O)NC1=C(C=C(C=C1C)O)C)C N,N'-bis(4-hydroxy-2,6-dimethyl-phenyl)oxamide